3-(N,N-dimethylaminopropyl)-aminopropylmethyldimethoxysilane CN(C)CCCC(CC[Si](OC)(OC)C)N